C(#N)/C(/C(=O)N)=C\C1=CC(=C(C=C1)OCC=1C(=C(C=CC1)C1=CC=CC=C1)C)F (E)-2-cyano-3-(3-fluoro-4-((2-methyl-[1,1'-biphenyl]-3-yl)methoxy)phenyl)acrylamide